5-(4-(((1r,3s,6s)-7,7-difluoro-1-methyl-2,5-dioxabicyclo[4.1.0]hept-3-yl)methoxy)phenyl)-2-oxo-6-(trifluoromethyl)-1,2-dihydropyridine-3-carboxamide FC1([C@H]2OC[C@H](O[C@@]12C)COC1=CC=C(C=C1)C=1C=C(C(NC1C(F)(F)F)=O)C(=O)N)F